FC1(C(C1)COC=1C=CC2=C(C(=C(O2)C)C(=O)OCC)C1)F ethyl 5-((2,2-difluorocyclopropyl) methoxy)-2-methylbenzofuran-3-carboxylate